orsellinate C(C=1C(O)=CC(O)=CC1C)(=O)[O-]